ClC=1C=C2C(=C(C(NC2=CC1)=O)C=1CC(N(N1)C(CCC(=O)O)=O)C=1C=C2C=NN(C2=CC1)CC)C1=CC=CC=C1 4-[5-(6-chloro-2-oxo-4-phenyl-1H-quinolin-3-yl)-3-(1-ethylindazol-5-yl)-3,4-dihydropyrazol-2-yl]-4-oxo-butanoic acid